NC=1C=CC(=C(C1)C=1C2=C(C(N(C1)C)=O)C=C(S2)C(=O)OC)OC2=C(C=C(C=C2)F)F methyl 7-(5-amino-2-(2,4-difluorophenoxy)phenyl)-5-methyl-4-oxo-4,5-dihydrothieno[3,2-c]pyridine-2-carboxylate